S1C(=NC2=C1C=CC=C2)NC2=C(C=C(N=N2)N(C=2SC(=C(N2)C(=O)O)CCCOC2=C(C=C(C=C2)C#CCN(C)C)F)CCCC#C)C 2-[{6-[(1,3-benzothiazol-2-yl)amino]-5-methylpyridazin-3-yl}(pent-4-yn-1-yl)amino]-5-(3-{4-[3-(dimethylamino)prop-1-yn-1-yl]-2-fluorophenoxy}propyl)-1,3-thiazole-4-carboxylic acid